2-(4-BOC-piperazinyl)pyridine-5-boronic acid pinacol ester C(=O)(OC(C)(C)C)N1CCN(CC1)C1=NC=C(C=C1)B1OC(C)(C)C(C)(C)O1